9-chloro-10-(2-fluoro-6-hydroxyphenyl)-3-(morpholinomethyl)-2,3-dihydro-5H-[1,4]oxazino[2,3,4-ij]quinazolin-5-one ClC=1C=C2C=NC(N3C2=C(C1C1=C(C=CC=C1O)F)OCC3CN3CCOCC3)=O